C(CC)C1=C(C=CC(=C1)C(=O)O)C1=CC=CC=C1 propyl-[1,1'-biphenyl]-4-carboxylic acid